C(C)(C)(C)OC(=O)N1CC2(C1)CN(C2)CCOC 6-(2-methoxyethyl)-2,6-diazaspiro[3.3]heptane-2-carboxylic acid tert-butyl ester